C(C)N[C@H](CNC(CCNC(CBr)=O)=O)C(=O)O[Si](C)(C)C (trimethylsilyl) ethyl-3-{[N-(bromoacetyl)-beta-alanyl] amino}-D-alaninate